NC1CC(CC(C1)(C)CC(CCCCCN)N)(C)C [(5-amino-1,3,3-trimethyl-cyclohexyl)methyl]hexane-1,6-diamine